The molecule is a monocarboxylic acid that is acetic acid where the methyl hydrogens have been replaced by two phenyl groups respectively. It has a role as a xenobiotic metabolite. It derives from an acetic acid. C1=CC=C(C=C1)C(C2=CC=CC=C2)C(=O)O